MethyltetrahydroPhthalic anhydride CC12C=CCCC1C(=O)OC2=O